FC([C@@H](NC)C1=CC=C(C=C1)N1C=2C=NC3=CC(=NN3C2C2(CC2)CC1)F)(F)F (1S)-2,2,2-trifluoro-1-[4-(4-fluorospiro[2,3,7,10-tetrazatricyclo[7.4.0.02,6]trideca-1(9),3,5,7-tetraene-13,1'-cyclopropane]-10-yl)phenyl]-N-methyl-ethanamine